tert-butyl N-[(2S)-1-carbamoyl-1-hydroxy-3-[(3S)-2-oxopyrrolidin-3-yl]propan-2-yl]carbamate C(N)(=O)C([C@H](C[C@H]1C(NCC1)=O)NC(OC(C)(C)C)=O)O